NC1=CC=C(C(=N1)F)B(O)O 6-AMINO-2-FLUOROPYRIDIN-3-YLBORONIC ACID